N-Trimethylsilyl-piperazine C[Si](N1CCNCC1)(C)C